BrC=1C=C(C=C2C=CC(=NC12)N1CCCC1)C 8-bromo-6-methyl-2-(pyrrolidin-1-yl)quinoline